C(CC)[C@@H]1CC(NC1)=O |r| racemic-4-n-propyl-pyrrolidone